(R)-5-amino-N-((5-(2,6-difluorophenyl)pyridin-2-yl)methyl)-N-(5,6,7,8-tetrahydroquinolin-8-yl)-6,8-dihydro-1H-furo[3,4-d]pyrrolo[3,2-b]pyridine-2-carboxamide NC1=C2C(=C3C(=N1)C=C(N3)C(=O)N([C@@H]3CCCC=1C=CC=NC31)CC3=NC=C(C=C3)C3=C(C=CC=C3F)F)COC2